2-amino-3-chloro-5-butyl-1,4-naphthoquinone NC=1C(C2=CC=CC(=C2C(C1Cl)=O)CCCC)=O